Methyl (S)-3-(3-chlorophenyl)-4-(tetrahydro-2H-pyran-4-carbonyl)-2,3,4,5-tetrahydrobenzo[f][1,4]oxazepine-8-carboxylate ClC=1C=C(C=CC1)[C@H]1COC2=C(CN1C(=O)C1CCOCC1)C=CC(=C2)C(=O)OC